C(=O)O.FC1=C(C=C(C=C1)F)S(=O)(=O)NC1=NC=NC=C1 2,5-difluoro-N-(pyrimidin-4-yl)benzenesulfonamide formate